trimethylene glycol dicerotate C(CCCCCCCCCCCCCCCCCCCCCCCCC)(=O)OCCCOC(CCCCCCCCCCCCCCCCCCCCCCCCC)=O